C1=NC=CC2=CC(=CC=C12)C=CC(=O)C1=CC=CC=C1 3-(isoquinolin-6-yl)-1-phenylprop-2-en-1-one